5-(3,4-dimethoxyphenyl)pyridine COC=1C=C(C=CC1OC)C=1C=CC=NC1